BrC=1C(=NNC1)C1=CC=NC=C1 4-(4-bromo-1H-pyrazol-3-yl)pyridine